C1=CC=CC=2C3=CC=CC=C3N(C12)C1=C(C=CC=C1)N1C2=CC=CC=C2C=2C=CC=CC12 1,2-bis(carbazol-9-yl)benzene